1'-(Tert-Butoxycarbonyl)-3',3'-Difluoro-7-Formyl-2H-Spiro[Benzofuran-3,4'-Piperidine]-6-Carboxylic Acid C(C)(C)(C)OC(=O)N1CC(C2(CC1)COC1=C2C=CC(=C1C=O)C(=O)O)(F)F